C(C1=CC=CC=C1)N(C1CCC(CC1)OCCOCCN(C)C)CC1=CC=CC=C1 (1r,4r)-N,N-dibenzyl-4-(2-(2-(dimethylamino)ethoxy)ethoxy)cyclohexan-1-amine